5-ethynyl-1-D-ribofuranosylimidazole-4-carboxamide C(#C)C1=C(N=CN1C1[C@H](O)[C@H](O)[C@H](O1)CO)C(=O)N